ON1C(N(CCCC1)O)=O Dihydroxy-1,3-Diazepan-2-One